(S)-cyclobutyl(6-(2-methyl-2H-pyrazolo[3,4-b]pyridin-5-yl)thieno[2,3-b]pyridin-2-yl)methanol C1(CCC1)[C@H](O)C1=CC=2C(=NC(=CC2)C2=CC=3C(N=C2)=NN(C3)C)S1